(S)-(2r,3r,11br)-3-isobutyl-9,10-dimethoxy-2,3,4,6,7,11b-hexahydro-1H-pyrido[2,1-a]isoquinolin-2-yl 2-amino-3-methylbutanoate N[C@H](C(=O)O[C@@H]1C[C@H]2N(CCC3=CC(=C(C=C23)OC)OC)C[C@H]1CC(C)C)C(C)C